sarcosinate magnesium [Mg+2].N(C)CC(=O)[O-].N(C)CC(=O)[O-]